NC1=CC(=C(C2=C1CN1[C@@H](CO2)CN(CC1)C(=O)OC(C)(C)C)Cl)Br tert-butyl (12aR)-7-amino-9-bromo-10-chloro-3,4,12,12a-tetrahydro-6H-pyrazino[2,1-c][1,4]benzoxazepine-2(1H)-carboxylate